Ethyl (S)-3-(4-fluoro-2',4'-dimethyl-6'-(pent-4-en-1-yloxy)-5-(trifluoromethyl)-[1,1'-biphenyl]-3-yl)-3-((R)-2-((methylsulfonyl)oxy)pent-4-enamido)propanoate FC1=C(C=C(C=C1C(F)(F)F)C1=C(C=C(C=C1OCCCC=C)C)C)[C@H](CC(=O)OCC)NC([C@@H](CC=C)OS(=O)(=O)C)=O